O=C1NC(CCC1C1=CC=C(C=C1)C1CCN(CC1)CC1CCC(CC1)C=1N=C2N(C=C(C(=C2)OC(C)C)C(=O)NC2=NC(=CC=C2)C(F)(F)F)C1)=O 2-[4-[[4-[4-(2,6-Dioxo-3-piperidinyl)phenyl]-1-piperidinyl]methyl]cyclohexyl]-7-isopropoxy-N-[6-(trifluoromethyl)-2-pyridinyl]imidazo[1,2-a]pyridine-6-carboxamide